dibenzocyclononane C1=CC=CC=2CCCCCC3=C(C21)C=CC=C3